2-amino-4-(prop-1-en-2-yl)pyrimidine-5-carbonitrile NC1=NC=C(C(=N1)C(=C)C)C#N